4-((6-Chloro-3-(4-chlorophenyl)-1-methyl-1H-pyrazolo[3,4-d]pyrimidin-4-yl)aminomethyl)benzenesulfonamide ClC1=NC(=C2C(=N1)N(N=C2C2=CC=C(C=C2)Cl)C)NCC2=CC=C(C=C2)S(=O)(=O)N